(S)-2,2-dimethyl-1,3-dioxolane-4-methanol CC1(OC[C@@H](O1)CO)C